2-octyldodecanoate C(CCCCCCC)C(C(=O)[O-])CCCCCCCCCC